FC=1C=CC(=C(C1)CC(=O)O)NC(C1=CC(=C(C=C1)N1CCCC1)NC(=O)C1=NN(C2=CC=CC=C12)CC(F)(F)F)=O 2-(5-fluoro-2-(4-(pyrrolidin-1-yl)-3-(1-(2,2,2-trifluoroethyl)-1H-indazole-3-carboxamido)benzamido)phenyl)acetic acid